2-(2-fluoro-6-methoxyphenyl)-N-(4-(2-methyl-2,8-diazaspiro[4.5]decan-8-yl)-5-(1-(2,2,2-trifluoroethyl)-1H-pyrazol-4-yl)pyridin-2-yl)pyrimidin-4-amine FC1=C(C(=CC=C1)OC)C1=NC=CC(=N1)NC1=NC=C(C(=C1)N1CCC2(CCN(C2)C)CC1)C=1C=NN(C1)CC(F)(F)F